5-(2,3-dimethylphenyl)-6-methoxy-3-(6-((1S,4S)-5-methyl-2,5-diazabicyclo[2.2.1]heptan-2-yl)pyridin-3-yl)-1H-pyrazolo[4,3-b]pyridine CC1=C(C=CC=C1C)C1=C(C=C2C(=N1)C(=NN2)C=2C=NC(=CC2)N2[C@@H]1CN([C@H](C2)C1)C)OC